N[C@H](C(=O)OC)CCC(=O)OC dimethyl (2S)-2-aminopentanedioate